ClC=1C(N(N=CC1NC[C@@H]1COCCC1)C1=CC=C(C=C1)S(=O)(=O)N1CC(CC1)(F)F)=O (R)-4-chloro-2-(4-((3,3-difluoropyrrolidin-1-yl)sulfonyl)phenyl)-5-(((tetrahydro-2H-pyran-3-yl)methyl)amino)pyridazin-3(2H)-one